(S)-2-(thiazol-4-yl)but-3-yn-2-ol S1C=NC(=C1)[C@](C)(C#C)O